(2-(((tert-butyldimethylsilyl)oxy)methyl)piperidin-1-yl)(5-methoxy-2-nitro-4-((triisopropylsilyl)oxy)phenyl)methanone [Si](C)(C)(C(C)(C)C)OCC1N(CCCC1)C(=O)C1=C(C=C(C(=C1)OC)O[Si](C(C)C)(C(C)C)C(C)C)[N+](=O)[O-]